FC1=C(N=CC2=C1N=C(N=C2N2C[C@H]1C[C@H]([C@@H](C2)C1)O)OC[C@]12CCCN2C[C@@H](C1)F)C1=CC(=CC2=CC=CC=C12)O (1R,5R,6R)-3-(8-fluoro-2-(((2R,7aS)-2-fluorohexahydro-1H-pyrrolizin-7a-yl)methoxy)-7-(3-hydroxynaphthalen-1-yl)pyrido[4,3-d]pyrimidin-4-yl)-3-azabicyclo[3.2.1]octan-6-ol